(R)-N-(1-(2,4-dichlorophenyl)ethyl)-5-(3-(4-ethylpiperazin-1-yl)azetidin-1-yl)-[1,2,4]triazolo[1,5-a]pyrimidin-7-amine ClC1=C(C=CC(=C1)Cl)[C@@H](C)NC1=CC(=NC=2N1N=CN2)N2CC(C2)N2CCN(CC2)CC